(2-Chlorotrityl) (R)-4-(((S)-1-amino-4-fluorobutan-2-yl)(methyl)amino)-3-benzyl-4-oxobutanoate NC[C@H](CCF)N(C([C@@H](CC(=O)OC(C1=C(C=CC=C1)Cl)(C1=CC=CC=C1)C1=CC=CC=C1)CC1=CC=CC=C1)=O)C